[5-(4-aminocinnolin-7-yl)-2-methoxy-4-(5-methoxythiazol-2-yl)phenyl]boronic acid formate salt C(=O)O.NC1=CN=NC2=CC(=CC=C12)C=1C(=CC(=C(C1)B(O)O)OC)C=1SC(=CN1)OC